N-((4-chloro-3-fluoropyridin-2-yl)methyl)-2-methylpropane-2-sulfinamide ClC1=C(C(=NC=C1)CNS(=O)C(C)(C)C)F